NC[C@H](CC1=CC=C(C=C1)OCC1=CC=CC=C1)O (S)-1-amino-3-(4-(phenylmethyloxy)phenyl)propan-2-ol